OC1=C(C(=O)OCC(CCCCCCCCCC)CCCCCC)C=CC=C1 2-hydroxybenzoic acid, 2-hexyldodecyl ester